N6-propenoyl-L-lysine C(C=C)(=O)NCCCC[C@H](N)C(=O)O